CN1C=CC=2C1=NC(=CC2C(F)(F)F)N2C(NCC2C(=O)N)=O 3-(1-methyl-4-(trifluoromethyl)-1H-pyrrolo[2,3-b]pyridin-6-yl)-2-oxoimidazolidine-4-carboxamide